CC1N(C(CCC1)C)C(=O)Cl 2,6-dimethylpiperidinocarbonyl chloride